3-fluoro-4-(tert-butyldimethylsiloxy)bromobenzene FC=1C=C(C=CC1O[Si](C)(C)C(C)(C)C)Br